6-((5-chloro-2-((3S,5R)-3,5-dimethylpiperidin-1-yl)pyrimidin-4-yl)amino)-1-methylquinoxaline-2,3(1H,4H)-dione ClC=1C(=NC(=NC1)N1C[C@H](C[C@H](C1)C)C)NC=1C=C2NC(C(N(C2=CC1)C)=O)=O